FC1=CC=C(C=C1)N(C(=O)N1CCC(CC1)(C(=O)O)CC(=O)N(C1=CC=CC=C1)C=1C=C(C=CC1)C)C 1-[(4-fluorophenyl)-methyl-carbamoyl]-4-[2-[N-(m-tolyl)anilino]-2-oxo-ethyl]piperidine-4-carboxylic acid